4-(3-(((5-fluoropyrimidin-2-yl)oxy)methyl)bicyclo[1.1.1]pentane-1-carbonyl)-2,3,4,5-tetrahydropyrido[3,4-f][1,4]oxazepine-9-carbonitrile FC=1C=NC(=NC1)OCC12CC(C1)(C2)C(=O)N2CCOC1=C(C2)C=NC=C1C#N